FC(C)(F)C=1C(=C(C=CC1)[C@@H](C)NC=1C2=C(N=C(N1)C)C=NC(=C2)OC)F N-{(1R)-1-[3-(1,1-difluoroethyl)-2-fluorophenyl]ethyl}-6-methoxy-2-methylpyrido[3,4-d]pyrimidin-4-amine